ClC=1C(=CC2=C(C[C@@](O2)([C@H]2NCCC2)C2=CC=CC=C2)C1C=1C(=CC2=C(OCO2)C1F)C(=O)N)F (S)-6-((S)-5-Chloro-6-fluoro-2-phenyl-2-((S)-pyrrolidin-2-yl)-2,3-dihydrobenzofuran-4-yl)-7-fluorobenzo[d][1,3]dioxole-5-carboxamide